ClC=1C(=NC(=NC1)NC1=CC(=C(C=C1)N1C[C@H](CC1)N(C)C)N)C1=CN(C2=C(C=CC=C12)OC)C (S)-N1-(5-chloro-4-(7-methoxy-1-methyl-1H-indol-3-yl)pyrimidin-2-yl)-4-(3-(dimethylamino)pyrrolidin-1-yl)benzene-1,3-diamine